5-(1-(5-chloro-6-(4-(methylsulfonyl)phenyl)imidazo[2,1-b][1,3,4]thiadiazol-2-yl)piperidin-4-yl)-3-isopropyl-1,2,4-oxadiazol ClC1=C(N=C2SC(=NN21)N2CCC(CC2)C2=NC(=NO2)C(C)C)C2=CC=C(C=C2)S(=O)(=O)C